C1(CC1)C1=C(C=NC2=CC=CN=C12)NC1=CC=C(C=C1)[C@@H](C(F)(F)F)N(C(=O)C1CCNCC1)C (S)-N-(1-(4-((4-cyclopropyl-1,5-naphthyridin-3-yl)amino)phenyl)-2,2,2-trifluoroethyl)-N-methylpiperidine-4-carboxamide